N-(4-Acetamidophenyl)-3-(3-methyl-4-nitrophenyl)-2-(trifluoromethyl)oxazolidin-5-carboxamid C(C)(=O)NC1=CC=C(C=C1)NC(=O)C1CN(C(O1)C(F)(F)F)C1=CC(=C(C=C1)[N+](=O)[O-])C